CN1C=NC(=C1)C1=CC=C2C(=CNC2=C1)C([C@H](C1=CC=CC=C1)NCCC1=CC=C(C#N)C=C1)=O |r| (S)- and (R)-4-(2-((2-(6-(1-methyl-1H-imidazol-4-yl)-1H-indol-3-yl)-2-oxo-1-phenylethyl)amino)ethyl)benzonitrile